OCCNC1CCC=2C(=CC=CC12)C#N 1-[(2-hydroxyethyl)amino]-2,3-dihydro-indene-4-carbonitrile